(((5S,7S)-3-(5-(2-Hydroxypropan-2-yl)pyrazin-2-yl)-7-methyl-2,8-dioxo-1-oxa-3-azaspiro[4.5]decan-7-yl)methyl)-1H-benzo[d]imidazole-6-carbonitrile Copper (I) iodide [Cu]I.OC(C)(C)C=1N=CC(=NC1)N1C(O[C@]2(C1)C[C@@](C(CC2)=O)(C)CN2C=NC1=C2C=C(C=C1)C#N)=O